5-Cyano-N-[2-(4,4-dimethylcyclohexen-1-yl)-6-[1-methyl-2,2,6,6-tetrakis(trideuteriomethyl)-4-piperidyl]-3-pyridyl]-1H-imidazole-2-carboxamide C(#N)C1=CN=C(N1)C(=O)NC=1C(=NC(=CC1)C1CC(N(C(C1)(C([2H])([2H])[2H])C([2H])([2H])[2H])C)(C([2H])([2H])[2H])C([2H])([2H])[2H])C1=CCC(CC1)(C)C